3-[2-(2,6-dioxopiperidin-3-yl)-1,3-dioxo-2,3-dihydro-1H-isoindol-5-yl]pyrrolidin O=C1NC(CCC1N1C(C2=CC=C(C=C2C1=O)C1CNCC1)=O)=O